2-isopropylmorpholine C(C)(C)C1CNCCO1